ClC1=CC=C(C=C1)C(C[Se]C1=CC=CC=C1)NC1=CC=CC=C1 N-(1-(4-chlorophenyl)-2-(phenylseleno)ethyl)aniline